N-(4,4-difluoro-1-hydroxy-2-methylbutan-2-yl)-2-methyl-5-[(4-methyl-1,3-thiazol-5-yl)methoxy]pyrazolo[1,5-a]pyridine-3-carboxamide FC(CC(CO)(C)NC(=O)C=1C(=NN2C1C=C(C=C2)OCC2=C(N=CS2)C)C)F